C(C)(C)(C)OC(=O)N([C@@H](CNC1=C(SC2=C1C=1N=CC(=NC1C=C2)OC)C(=O)OC)C)C methyl (R)-9-((2-((tert-butoxycarbonyl)(methyl) amino)propyl)amino)-3-methoxythieno[3,2-f]quinoxaline-8-carboxylate